S,S-dibenzyl trithio-carbonate C(SCC1=CC=CC=C1)(SCC1=CC=CC=C1)=S